1-((3S,5R)-1-Acryloyl-5-methylpyrrolidin-3-yl)-3-((6-chloro-1-cyclopropyl-1H-benzo[d]imidazol-5-yl)ethynyl)-5-(methylamino)-1H-pyrazole-4-carboxamide C(C=C)(=O)N1C[C@H](C[C@H]1C)N1N=C(C(=C1NC)C(=O)N)C#CC1=CC2=C(N(C=N2)C2CC2)C=C1Cl